FCC1CN(CCC1NC(=O)C1=CC(=CC=2N(C=NC21)CC(F)(F)F)C#CCNC2=C(C=C(C=C2)S(=O)(=O)C)OC)C N-[3-(Fluoromethyl)-1-methyl-4-piperidyl]-6-[3-(2-methoxy-4-methylsulfonyl-anilino)prop-1-ynyl]-1-(2,2,2-trifluoroethyl)benzimidazole-4-carboxamide